FC1=C(C=C(C=C1)F)C1=CC=C(N=N1)NC1[C@@H]2CN(C[C@H]12)CCC(C)(C)C (1r,5s,6s)-N-[6-(2,5-difluorophenyl)pyridazin-3-yl]-3-(3,3-dimethylbutyl)-3-azabicyclo[3.1.0]hexane-6-amine